O1C(=CC2=C1C=CC=C2)C2=C1N=CC(=NC1=CC(=C2)C)OS(=O)(=O)C(F)(F)F trifluoromethanesulfonic acid 5-(benzofuran-2-yl)-7-methylquinoxalin-2-yl ester